CC1(OB(OC1(C)C)C1=CCC2(CCN(CC2)C(=O)OC(C)(C)C)CC1)C 2-methylpropan-2-yl 9-(4,4,5,5-tetramethyl-1,3,2-dioxaborolan-2-yl)-3-azaspiro[5.5]undec-8-ene-3-carboxylate